BrC=1N=C2O[C@H](CN2C1)C (S)-6-bromo-2-methyl-2,3-dihydroimidazo[2,1-B]oxazole